Butyl 4-Hydroxybenzoate OC1=CC=C(C(=O)OCCCC)C=C1